C(C)C1(OC2=CC=C(C=C2C(C1)=O)C=1SC(=NN1)C=1C=NC=CC1)CC 2,2-diethyl-6-(5-(pyridin-3-yl)-1,3,4-thiadiazol-2-yl)chroman-4-one